C(CC)C1=C(C=CC=C1)[SiH2]C1=C(C=CC=C1)CCC di(n-propylphenyl)silane